acryloyloxy-1-methylethyl isocyanate C(C=C)(=O)OC(C)(C)N=C=O